2,5-di-tert-Butyl-1,4-bis(2-methoxyethoxy)benzene C(C)(C)(C)C1=C(C=C(C(=C1)OCCOC)C(C)(C)C)OCCOC